S(=O)(=O)(C1=CC=C(C)C=C1)C(CC1=CC(=CC=C1)Cl)[N+]#[C-] TOSYL-(3-CHLORoBENZYL)-METHYLISOCYANIDE